tert-butyl N-{4-[(2-cyclopropylethyl)[2-(2,6-dioxopiperidin-3-yl)-1-oxo-3H-isoindol-4-yl]amino]-2,2-difluorobutyl}carbamate C1(CC1)CCN(CCC(CNC(OC(C)(C)C)=O)(F)F)C1=C2CN(C(C2=CC=C1)=O)C1C(NC(CC1)=O)=O